9'-(sulfonylbis(4,1-phenylene))bis(9H-carbazole) S(=O)(=O)(C1=CC=C(C=C1)C1=CC=CC=2C3=CC=CC=C3NC12)C1=CC=C(C=C1)C1=CC=CC=2C3=CC=CC=C3NC12